2-pentyl-1,3-dimethoxypropane C(CCCC)C(COC)COC